methyl 4-(N-(3-(tert-butyl)-5-cyclopropylbenzyl)-2-(N-((4-(trifluoromethyl)pyridin-3-yl)methyl)-(2,3,4,5,6-pentafluoro-phenyl)sulfonamido) acetamido)-3-methoxybenzoate C(C)(C)(C)C=1C=C(CN(C(CN(S(=O)(=O)C2=C(C(=C(C(=C2F)F)F)F)F)CC=2C=NC=CC2C(F)(F)F)=O)C2=C(C=C(C(=O)OC)C=C2)OC)C=C(C1)C1CC1